3-(3,7-dimethylocta-2,6-dien-1-yl)-2,4-dihydroxy-6-pentyl-N-(1-(trifluoromethyl)cyclopentyl)benzamide CC(=CCC=1C(=C(C(=O)NC2(CCCC2)C(F)(F)F)C(=CC1O)CCCCC)O)CCC=C(C)C